ClC=1C=C(C=CC1OCC1=NC=CC=C1)NC1=C2C(=NC=N1)NN=C2NC2CCN(CC2)C(C=C)=O 1-(4-((4-((3-chloro-4-(pyridin-2-ylmethoxy)phenyl)amino)-1H-pyrazolo[3,4-d]pyrimidin-3-yl)amino)piperidin-1-yl)prop-2-en-1-one